FC=1C=C2NC(C=3N(C2=C(C1C=1C=CC=C2C(=CNC12)C#CC(C)(C)N)C)C(=NN3)C)(C)C [3-[7-(7-Fluoro-1,4,4,9-tetramethyl-5H-[1,2,4]triazolo[4,3-a]quinoxalin-8-yl)-1H-indol-3-yl]-1,1-dimethyl-prop-2-ynyl]amine